1-(5-chloro-4-(5,5-dimethyl-5,6-dihydro-4H-pyrrolo[1,2-b]pyrazol-3-yl)pyridin-2-yl)-3-(piperidin-4-yl)urea ClC=1C(=CC(=NC1)NC(=O)NC1CCNCC1)C1=C2N(N=C1)CC(C2)(C)C